S1C=C(C=C1)[C@@H]1[C@H](C1)C(=O)O (1s,2s)-2-(3-thienyl)cyclopropane-1-carboxylic acid